methyl 3-methyl-4-nitro-5-{[(2S)-oxetan-2-ylmethyl]amino}benzoate CC=1C=C(C(=O)OC)C=C(C1[N+](=O)[O-])NC[C@H]1OCC1